OC=1C=CC(=NC1)NC1=NC=CC(=C1)N N2-((5-hydroxy)-2-pyridyl)-pyridine-2,4-diamine